(4R)-2-hydroxy-5,5-dimethyl-4-phenyl-1,3,2-dioxaphosphorinane 2-oxide OP1(OCC([C@H](O1)C1=CC=CC=C1)(C)C)=O